O1C(CC=CC1)CNC(=O)C1CN(C1)C1=C(C=C2C(C(=CN(C2=N1)C=1SC=CN1)C(=O)O)=O)F 7-{3-[(3,6-dihydro-2H-pyran-2-ylmethyl)carbamoyl]azetidin-1-yl}-6-fluoro-4-oxo-1-(1,3-thiazol-2-yl)-1,4-dihydro-1,8-naphthyridine-3-carboxylic acid